[6-[3-(3,3-difluorocyclobutyl)-1H-1,2,4-triazol-5-yl]-2-azaspiro[3.3]heptan-2-yl]-[6-[4-fluoro-2-(trifluoromethyl)benzyl]-2-azaspiro[3.3]heptan-2-yl]methanone FC1(CC(C1)C1=NNC(=N1)C1CC2(CN(C2)C(=O)N2CC3(C2)CC(C3)CC3=C(C=C(C=C3)F)C(F)(F)F)C1)F